eicosanoic acid heneicosyl ester C(CCCCCCCCCCCCCCCCCCCC)OC(CCCCCCCCCCCCCCCCCCC)=O